(±)-3-(7,7-Dimethyl-1,4,6,7-tetrahydro-pyrazolo[4,3-c]pyridin-5-yl)-2-{[4-(2-oxo-1,4-dihydro-2H-quinazolin-3-yl)-piperidine-1-carbonyl]-amino}-propionic acid methyl ester COC([C@@H](CN1CC2=C(C(C1)(C)C)NN=C2)NC(=O)N2CCC(CC2)N2C(NC1=CC=CC=C1C2)=O)=O |r|